C(C)N1C2=C(N(C(C1=O)=O)C1CCN(CC1)C(=O)OC(C)(C)C)N=CC=C2 tert-Butyl 4-(1-ethyl-2,3-dioxo-2,3-dihydropyrido[2,3-b]pyrazin-4(1H)-yl)piperidine-1-carboxylate